CC1=C(C=CC=C1[N+](=O)[O-])N1N=NC(=C1)C1=CC=C(C=C1)NC(C)=O N-{4-[1-(2-methyl-3-nitro-phenyl)-1H-[1,2,3]triazol-4-yl]-phenyl}acetamide